COC1(C(CCC1[SiH2]C)[SiH2]C)OC 1,1-dimethoxy-2,5-dimethylsilyl-cyclopentane